6-chloro-1-(2,2-difluoroethyl)-5-methyl-1,5-dihydro-4H-pyrazolo[3,4-d]pyrimidin-4-on ClC=1N(C(C2=C(N1)N(N=C2)CC(F)F)=O)C